[ethylenediaminetetraacetic acid] disodium salt [Na+].[Na+].C(CN(CC(=O)[O-])CC(=O)[O-])N(CC(=O)O)CC(=O)O